N-[(4-acetamidophenyl)methyl]-N'-(2-pyridylmethyl)-N-(5,6,7,8-tetrahydro-8-quinolinyl)-1,4-xylylenediamine C(C)(=O)NC1=CC=C(C=C1)CN(CC1=CC=C(C=C1)CNCC1=NC=CC=C1)C1CCCC=2C=CC=NC12